C12(CCCC3=CC=CC=C13)CCC(CC2)=O 3',4'-dihydro-2'H-spiro[cyclohexane-1,1'-naphthalen]-4-one